(S)-4-(3-(but-2-ynamido)piperidin-1-yl)-3,5,6-trifluoro-2-methyl-1H-indole-7-carboxamide C(C#CC)(=O)N[C@@H]1CN(CCC1)C1=C2C(=C(NC2=C(C(=C1F)F)C(=O)N)C)F